2,4-dimercaptobutansulfonic acid SC(CS(=O)(=O)O)CCS